NC(C(=O)O)C1CCN(CC1)C(N)=N α-amino-1-amidino-4-piperidineacetic acid